(4,4-difluoropiperidin-1-yl)(5-(quinolin-6-yl)naphthalen-2-yl)methanone FC1(CCN(CC1)C(=O)C1=CC2=CC=CC(=C2C=C1)C=1C=C2C=CC=NC2=CC1)F